1-(3-(4-((5-chloro-2-fluoro-4-((3-methyl-3H-imidazo[4,5-b]pyridin-6-yl)oxy)phenyl)amino)pyrido[3,2-d]pyrimidin-6-yl)-3,6-diazabicyclo[3.1.1]heptan-6-yl)prop-2-en-1-one ClC=1C(=CC(=C(C1)NC=1C2=C(N=CN1)C=CC(=N2)N2CC1N(C(C2)C1)C(C=C)=O)F)OC=1C=C2C(=NC1)N(C=N2)C